5-bromo-2-oxo-1,2-dihydropyridine-3-carboxylic acid methyl ester COC(=O)C=1C(NC=C(C1)Br)=O